C(C)N(C(=O)N[C@H](C(=O)O)CCN(CCCCC1=NC=2NCCCC2C=C1)CCOC=1N(N=C(C1)C)C)CC (2S)-2-(diethylcarbamoylamino)-4-[2-(2,5-dimethylpyrazol-3-yl)oxyethyl-[4-(5,6,7,8-tetrahydro-1,8-naphthyridin-2-yl)butyl]amino]butanoic acid